COC(=O)C=1C(=CC(=CC1)NS(=O)(=O)CC)C1=CC=C(C=C1)C(F)F 4'-(difluoromethyl)-5-(ethylsulfonylamino)-[1,1'-biphenyl]-2-carboxylic acid methyl ester